Benzyl (trans-3-(hydrazinecarbonyl)cyclobutyl)carbamate N(N)C(=O)[C@@H]1C[C@H](C1)NC(OCC1=CC=CC=C1)=O